C(=C)(C)[C@H](C(=O)O)CC=C(C)C (R)-2-isopropenyl-5-methyl-4-hexenoic acid